N4-(8-methylcinnolin-4-yl)-N2-(3-morpholinylphenyl)pyrimidine-2,4-diamine CC=1C=CC=C2C(=CN=NC12)NC1=NC(=NC=C1)NC1=CC(=CC=C1)N1CCOCC1